C1(CC1)S(=O)(C1=CC(=C(C=C1)[N+](=O)[O-])OC)=N cyclopropyl(imino)(3-methoxy-4-nitrophenyl)-λ6-sulfanone